C(C#C)C(CO)CO 2-(2-propynyl)-1,3-propanediol